8-Bromo-1,2,3,4-tetrahydroisoquinolin-6-ol BrC=1C=C(C=C2CCNCC12)O